6-(1-(3-((tert-butyldimethylsilyl)oxy)cyclobutyl)-5-methyl-1H-1,2,3-triazol-4-yl)-3-chloropyrazolo[1,5-a]pyridine [Si](C)(C)(C(C)(C)C)OC1CC(C1)N1N=NC(=C1C)C=1C=CC=2N(C1)N=CC2Cl